ClC=1C=C(C=CC1)C(C(O)C1CCCCC1)(F)F 2-(3-Chlorophenyl)-1-cyclohexyl-2,2-difluoroethan-1-ol